(8,8-dimethyl-2-oxo-9,10-dihydropyrano[2,3-h]chromen-9-yl) 2-methylbut-2-enoate CC(C(=O)OC1CC=2C(=CC=C3C=CC(OC23)=O)OC1(C)C)=CC